O[C@@H]1CN(C[C@H]1O)S(=O)(=O)NC(=O)C=1C(=NC(=CC1)C1=CC(=CC(=C1)OCC(C)C)F)N1C(C[C@@H](C1)C)(C)C N-[(3R,4R)-3,4-Dihydroxypyrrolidin-1-yl]sulfonyl-6-(3-fluoro-5-isobutoxyphenyl)-2-[(4S)-2,2,4-trimethylpyrrolidin-1-yl]pyridin-3-carboxamid